4-[[3-[4-(4-aminobut-2-ynoxy)phenyl]imidazo[1,2-a]pyrazin-8-yl]amino]-N,2-dimethyl-N-[2-(1-methylpiperidin-4-yl)ethyl]benzamide NCC#CCOC1=CC=C(C=C1)C1=CN=C2N1C=CN=C2NC2=CC(=C(C(=O)N(CCC1CCN(CC1)C)C)C=C2)C